(1-chloropyrrolo[1,2-a]pyrazin-6-yl)(3,4,5-trifluorophenyl)methanone ClC=1C=2N(C=CN1)C(=CC2)C(=O)C2=CC(=C(C(=C2)F)F)F